3-chloro-4-[(2,4-difluorobenzyl)oxy]-1-{[1-(2-hydroxy-2-methylpropoxy)-2,3-dihydro-1H-indol-5-yl]methyl}-6-methylpyridin-2(1H)-one ClC=1C(N(C(=CC1OCC1=C(C=C(C=C1)F)F)C)CC=1C=C2CCN(C2=CC1)OCC(C)(C)O)=O